9,9'-(5-(4,6-diphenyl-1,3,5-triazin-2-yl)-1,3-phenylene)bis(3,6-di-tert-butyl-9H-carbazole) C1(=CC=CC=C1)C1=NC(=NC(=N1)C1=CC=CC=C1)C=1C=C(C=C(C1)N1C2=CC=C(C=C2C=2C=C(C=CC12)C(C)(C)C)C(C)(C)C)N1C2=CC=C(C=C2C=2C=C(C=CC12)C(C)(C)C)C(C)(C)C